C(C)(C)(C)C1=NC=C(C=N1)C=1N=C2SC[C@H](CN2C(C1C#N)=N)C (S)-8-(2-(tert-butyl)pyrimidin-5-yl)-6-imino-3-methyl-3,4-dihydro-2H,6H-pyrimido[2,1-b][1,3]thiazine-7-carbonitrile